tert-butyl 3-oxo-2-({[(1s,4s)-4-[2-(benzyloxy)phenyl]cyclohexyl]oxy}methyl)piperidine-1-carboxylate O=C1C(N(CCC1)C(=O)OC(C)(C)C)COC1CCC(CC1)C1=C(C=CC=C1)OCC1=CC=CC=C1